2-(4-methylpiperazin-1-yl)butanoic acid CN1CCN(CC1)C(C(=O)O)CC